ClC1=CC=C(C=N1)CS(=O)(=O)NCCCN(CCCCCCCC(=O)OC(CCCCCCCC)CCCCCCCC)CCCCCCCC(OC(CC)CCCCCCCC)=O heptadecan-9-yl 8-((3-(((6-chloropyridin-3-yl)methyl)sulfonamido)propyl)(8-oxo-8-(undecan-3-yloxy)octyl)amino)octanoate